FC1=CC=C2C[C@@H](C2=C1)NC(=NO)C=1C(=NON1)O[C@@H]1C[C@H](C1)NC(CO)=O N-{trans-3-[(4-{N-[(7S)-4-Fluorobicyclo[4.2.0]octa-1,3,5-trien-7-yl]-N'-hydroxycarbamimidoyl}-1,2,5-oxadiazol-3-yl)oxy]cyclobutyl}-2-hydroxyacetamid